6-[8-fluoro-6-(1-methyl-4-piperidinyl)imidazo[1,2-a]pyridin-2-yl]-2,8-dimethyl-imidazo[1,2-b]pyridazine FC=1C=2N(C=C(C1)C1CCN(CC1)C)C=C(N2)C=2C=C(C=1N(N2)C=C(N1)C)C